F[C@@H]1[C@@]2(CCC[C@H](C[C@H]1SC=1N=CC(=NC1)C=1C(=CC(=NC1)N1C=NC=C1)O)N2)C 5-(5-(((1S,2R,3R,5R)-2-fluoro-1-methyl-9-azabicyclo[3.3.1]non-3-yl)thio)pyrazin-2-yl)-2-(1H-imidazol-1-yl)pyridin-4-ol